C(C1=CC=CC=C1)[C@H]1N(C(OC1)=O)C(=O)[C@H]1CN(C[C@@H]1C=1SC=CN1)C(=O)OC(C)(C)C tert-Butyl (3R,4R)-3-[(4R)-benzyl-2-oxo-oxazolidine-3-carbonyl]-4-(1,3-thiazol-2-yl)-pyrrolidine-1-carboxylate